3-(1-(6-((2-(2,6-dioxopiperidin-3-yl)-1,3-dioxoisoindolin-5-yl)amino)hexyl)-1H-pyrazol-4-yl)quinoxaline-5-carbonitrile O=C1NC(CCC1N1C(C2=CC=C(C=C2C1=O)NCCCCCCN1N=CC(=C1)C=1C=NC=2C=CC=C(C2N1)C#N)=O)=O